CN(C)C1C(C1)(C)CON1CN=CC2=C1CN(CC2)C2=C(C=CC1=C(C=CC=C21)C)O (1-((dimethylamino[methyl]cyclopropyl)methoxy)-5,8-dihydropyrido[3,4-d]pyrimidin-7(6H)-yl)-5-methylnaphthalen-2-ol